6-bromo-N-[5-(difluoromethoxy)-4,6-dimethoxy-pyrimidin-2-yl]-7-(triazol-2-yl)-1H-indole-3-sulfonamide BrC1=CC=C2C(=CNC2=C1N1N=CC=N1)S(=O)(=O)NC1=NC(=C(C(=N1)OC)OC(F)F)OC